C(C1=CC=CC=C1)OC1=C(C(=NC(=C1)Cl)C)C1=NC(=NC=C1)Cl 4-(4-benzyloxy-6-chloro-2-methyl-3-pyridyl)-2-chloro-pyrimidine